methyl (7-(butylamino)-1-(2-methoxy-4-(methoxy-(methyl)carbamoyl)benzyl)-1H-pyrazolo[4,3-d]pyrimidin-5-yl)carbamate C(CCC)NC=1C2=C(N=C(N1)NC(OC)=O)C=NN2CC2=C(C=C(C=C2)C(N(C)OC)=O)OC